CN1N=C(C=2C(C1=O)=CC(N(C2)[C@@]2(COCC2)C)=O)N[C@H](C)C2=C(C(=CC=C2)C(F)(F)F)C 2-methyl-4-(((R)-1-(2-methyl-3-(trifluoromethyl)phenyl)ethyl)amino)-6-((S)-3-methyltetrahydrofuran-3-yl)-2,6-dihydropyrido[3,4-d]pyridazine-1,7-dione